BrC=1C(=CSC1)CCO 2-(4-bromothiophen-3-yl)ethan-1-ol